N-[3-(1-Ethyl-piperidin-3-yl)-5-trifluoromethyl-phenyl]-6-methyl-5-(4-pyridin-3-yl-pyrimidin-2-ylamino)-nicotinamide C(C)N1CC(CCC1)C=1C=C(C=C(C1)C(F)(F)F)NC(C1=CN=C(C(=C1)NC1=NC=CC(=N1)C=1C=NC=CC1)C)=O